OC1=CC(N(C=2C=CC(=NC12)C#N)C)=O 8-hydroxy-5-methyl-6-oxo-1,5-naphthyridine-2-carbonitrile